C(CC(O)(C(=O)O)CC(=O)O)(=O)O (E)-citric acid